ClC1=CC=C(C=C1)C=1SC(=CN1)C(=O)N[C@H](C(N[C@H](C(C=1SC=CN1)O)CCC(F)(F)F)=O)C 2-(4-chlorophenyl)-N-((2S)-1-oxo-1-(((2S)-5,5,5-trifluoro-1-hydroxy-1-(thiazol-2-yl)pentan-2-yl)amino)propan-2-yl)thiazole-5-carboxamide